CN1N=C2C([C@H](N(C=3C(=NC=CC23)NC2=CC(=NC=C2C(CC([2H])([2H])[2H])=O)NC(=O)C2CC2)C([2H])([2H])[2H])C)=N1 |r| (R/S)-N-(4-((2,4-dimethyl-5-(methyl-d3)-4,5-dihydro-2H-[1,2,3]triazolo[4,5-c][1,7]naphthyridin-6-yl)amino)-5-(propanoyl-3,3,3-d3)pyridin-2-yl)cyclopropanecarboxamide